(biphenylyl)[bis(fluorophenyl)triazinylphenyl]dibenzoselenophen methyl-2-(3-ethoxy-3-oxopropanoylamino)-4-fluorobenzoate COC(C1=C(C=C(C=C1)F)NC(CC(=O)OCC)=O)=O.C1(=C(C=CC=C1)C1=C(C2=C([Se]C3=C2C=CC=C3)C=C1)C1=C(C(=C(C=C1)C1=C(C=CC=C1)F)C1=C(C=CC=C1)F)C1=NN=NC=C1)C1=CC=CC=C1